L-ornithine Phenyl-Acetate Salt C1(=CC=CC=C1)CC(=O)O.N[C@@H](CCCN)C(=O)O